N1C(=CC2=CC=CC=C12)C1=CN(C=2N=CN=C(C21)N)C(C)C 5-(1H-Indol-2-yl)-7-isopropyl-pyrrolo[2,3-d]pyrimidin-4-amine